C(CCCCCCCCC)C1=CC2=C(N=C(O2)CCNC(OC(C)(C)C)=O)C=C1 Tert-butyl (2-(6-decylbenzo[d]oxazol-2-yl)ethyl)carbamate